COC(C1=CC=C(C=C1)C1=NOC(=C1)C1=NNC2=CC(=C(C=C12)F)OCCOC)=O Methyl-4-{5-[5-fluoro-6-(2-methoxyethoxy)-1H-indazol-3-yl]-1,2-oxazol-3-yl}benzoat